(2S)-2-[(5S)-2-tert-butoxycarbonyl-6-oxo-2,7-diazaspiro[4.5]decan-7-yl]-3-methyl-butanoic acid C(C)(C)(C)OC(=O)N1C[C@]2(CC1)C(N(CCC2)[C@H](C(=O)O)C(C)C)=O